4-(1-((5-Methoxy-7-methyl-1H-indol-4-yl)methyl)-4-(oxazol-2-ylmethyl)piperazin-2-yl)benzoic acid COC=1C(=C2C=CNC2=C(C1)C)CN1C(CN(CC1)CC=1OC=CN1)C1=CC=C(C(=O)O)C=C1